5-(tert-butyl)-4-hydroxy-11-methoxy-2-oxo-1,2,5,6-tetrahydrobenzo[4,5]imidazo[1,2-h][1,7]naphthyridine-3-carboxylic acid C(C)(C)(C)C1C=2C(=C(C(NC2C=2N(C1)C1=C(N2)C(=CC=C1)OC)=O)C(=O)O)O